3-((13S,15R)-4-fluoro-13-methyl-17-oxo-7,8,9,11,12,13,14,15,16,17-decahydro-6H-cyclopenta[a]phenanthren-15-yl)-N-(4-morpholinopyridin-2-yl)propanamide FC1=CC=CC=2C3CC[C@@]4(C(C[C@H](C4C3CCC12)CCC(=O)NC1=NC=CC(=C1)N1CCOCC1)=O)C